3-[2-(6-Chloro-1-cyclopropyl-1,3-benzodiazol-5-yl)ethynyl]-5-(ethylamino)-1-[(3S,5R)-5-(methoxymethyl)pyrrolidin-3-yl]pyrazole-4-carboxamide ClC=1C(=CC2=C(N(C=N2)C2CC2)C1)C#CC1=NN(C(=C1C(=O)N)NCC)[C@@H]1CN[C@H](C1)COC